2,3,5-triphenyl-4-{4-[2-(4-hydroxyphenyl)ethynyl]phenyl}-2,4-cyclopentadien-1-one C1(=CC=CC=C1)C=1C(C(=C(C1C1=CC=CC=C1)C1=CC=C(C=C1)C#CC1=CC=C(C=C1)O)C1=CC=CC=C1)=O